(2R,3R,4S)-4-(1,3-benzodioxol-5-yl)-1-[2-[(2,6-diethylphenyl)amino]-2-oxoethyl]-2-(4-propoxyphenyl)pyrrolidine-3-carboxylic acid O1COC2=C1C=CC(=C2)[C@@H]2[C@H]([C@@H](N(C2)CC(=O)NC2=C(C=CC=C2CC)CC)C2=CC=C(C=C2)OCCC)C(=O)O